C(CCCCCCCCC)[Si](OCCOCC)(OCCOCC)CCCCCCCCCC Didecyl-bis-(2-ethoxyethoxy)silane